6-(4-ethylbenzyl)-3-(3-cyanobenzyl)-2,3,4,6-tetrahydropyrido[3,4-c][1,8]naphthyridine-5(1H)-one C(C)C1=CC=C(CN2C(C3=C(C=4C=CC=NC24)CCN(C3)CC3=CC(=CC=C3)C#N)=O)C=C1